C1(CC1)CN[C@H]1CN(CCC1)C1=CC(N(C=C1)C(C)N1C=NC(=C1)C1=NC(=CN=C1)N(C)C)=O 4-((R)-3-((cyclopropylmethyl)amino)piperidin-1-yl)-1-(1-(4-(6-(dimethyl-amino)pyrazin-2-yl)-1H-imidazol-1-yl)ethyl)pyridin-2(1H)-one